Cl.NCCCC1(CCC1)C(=O)N (3-aminopropyl)cyclobutanecarboxamide hydrochloride